(R)-5-(2-(2,5-difluorophenyl)pyrrolidin-1-yl)-2-fluoropyrazolo[1,5-a]pyrimidin-3-amine FC1=C(C=C(C=C1)F)[C@@H]1N(CCC1)C1=NC=2N(C=C1)N=C(C2N)F